ClC1=C(CN2C(C(=CC=C2)OC)=O)C=C(C=C1)I 1-(2-chloro-5-iodobenzyl)-3-methoxypyridin-2(1H)-one